5,7-dihydrofuro[3,4-b]pyridine 1-oxide [N+]1(=C2C(=CC=C1)COC2)[O-]